(2S,3R)-N-(2-Amino-4-(4-(trifluoromethyl)phenethyl)phenyl)-2,3-difluoroheptanamid NC1=C(C=CC(=C1)CCC1=CC=C(C=C1)C(F)(F)F)NC([C@@H]([C@@H](CCCC)F)F)=O